C(C=C)OC1=C(C=CC(=C1)N)C1=CC=C(C=C1)N (allyloxy)-[1,1'-biphenyl]-4,4'-diamine